BrCC=1C(=C(C=CC1)C1=CC=CC=C1)C (bromomethyl)-2-methyl-1,1'-biphenyl